(6-bromo-4-methylquinolin-3-yl)(methyl)carbamic acid tert-butyl ester C(C)(C)(C)OC(N(C)C=1C=NC2=CC=C(C=C2C1C)Br)=O